7-[3-Amino-4-[(4-methylpiperazin-1-yl)methyl]phenyl]sulfanyl-N,N,1-tris[(2,4-dimethoxyphenyl)methyl]-2-(ethoxymethyl)-6-methyl-imidazo[4,5-c]pyridin-4-amine NC=1C=C(C=CC1CN1CCN(CC1)C)SC=1C2=C(C(=NC1C)N(CC1=C(C=C(C=C1)OC)OC)CC1=C(C=C(C=C1)OC)OC)N=C(N2CC2=C(C=C(C=C2)OC)OC)COCC